4-((3,5-dimethylisoxazol-4-yl)methoxy)-3-methyl-N-(6-(trifluoromethoxy)benzo[d]thiazol-2-yl)benzamide CC1=NOC(=C1COC1=C(C=C(C(=O)NC=2SC3=C(N2)C=CC(=C3)OC(F)(F)F)C=C1)C)C